NCCCCCCCCN 1,8-Diaminooctan